5-(4-fluoro-1-isopropyl-2-methyl-1H-benzo[d]imidazol-6-yl)-N-(trans-3-methoxycyclobutyl)pyrrolo[2,1-f][1,2,4]triazin-2-amine FC1=CC(=CC=2N(C(=NC21)C)C(C)C)C=2C=CN1N=C(N=CC12)N[C@@H]1C[C@H](C1)OC